(1-(3-chloropicolinyl)pyrrolidin-3-yl)-5-phenoxybenzaldehyde ClC=1C(=NC=CC1)CN1CC(CC1)C1=C(C=O)C=C(C=C1)OC1=CC=CC=C1